ethyl 3-((2-((3,5-di-tert-butyl-4-hydroxyphenyl)thio)propan-2-yl)thio)propionate C(C)(C)(C)C=1C=C(C=C(C1O)C(C)(C)C)SC(C)(C)SCCC(=O)OCC